6-amino-N-(5-chloro-6-(2-fluoro-6-methylphenyl)pyridin-2-yl)pyridine-3-sulfonamide NC1=CC=C(C=N1)S(=O)(=O)NC1=NC(=C(C=C1)Cl)C1=C(C=CC=C1C)F